BrC1=C(SC2=C1C=CC=C2)C 3-bromo-2-methyl-benzothiophene